N1=C2C(=NC=C1)N=CC(=C2)C=2C=C1N(N2)CCC12CN(C2)C(=O)OC(C)(C)C tert-butyl 2'-(pyrido[2,3-b]pyrazin-7-yl)-5',6'-dihydrospiro[azetidine-3,4'-pyrrolo[1,2-b]pyrazole]-1-carboxylate